7-(4-chlorophenyl)-2-ethyldibenzothiophene ClC1=CC=C(C=C1)C1=CC2=C(C3=C(S2)C=CC(=C3)CC)C=C1